tert-butyl (S)-(1-(2-(3-amino-3-oxopropyl)hydrazineyl)-3-cyclopropyl-1-oxopropan-2-yl)carbamate NC(CCNNC([C@H](CC1CC1)NC(OC(C)(C)C)=O)=O)=O